5-(2-(2-Morpholinopyridin-4-yl)-1H-pyrrolo[2,3-b]pyridin-4-yl)-1H-indazol-3-amine O1CCN(CC1)C1=NC=CC(=C1)C1=CC=2C(=NC=CC2C=2C=C3C(=NNC3=CC2)N)N1